(R)-1-(2-chloropyridin-3-yl)ethyl (4-(5-(1,1-dioxidothietane-3-carboxamido)pyridin-2-yl)-1-methyl-1H-1,2,3-triazol-5-yl)carbamate O=S1(CC(C1)C(=O)NC=1C=CC(=NC1)C=1N=NN(C1NC(O[C@H](C)C=1C(=NC=CC1)Cl)=O)C)=O